BrC=1C=C(C=CC1N)C1(C2=CC=CC=C2C=2C=CC=CC12)C1=CC(=C(C=C1)N)Br 9,9-bis(3-bromo-4-aminophenyl)fluorene